C(=O)(O)CC=1C(=C(C(=O)NC2=NC=CC=C2)C=C(C1)O)O 2-(3-(Carboxymethyl)-2,5-dihydroxybenzamido)pyridin